FC(C1=CC=C(C(=N1)OC)[C@H]1[C@@H](O[C@]([C@H]1C)(C(F)(F)F)C)C(=O)OCC)F |r| ethyl rac-(2R,3S,4S,5R)-3-(6-(difluoromethyl)-2-methoxypyridin-3-yl)-4,5-dimethyl-5-(trifluoromethyl)tetrahydrofuran-2-carboxylate